2-{[7-({bis[(tertbutoxy) carbonyl] amino} methyl)-1H-1,3-benzodiazol-2-yl] amino}-2-(3-chlorophenyl)propyl 2,2-dimethylpropanoate CC(C(=O)OCC(C)(C1=CC(=CC=C1)Cl)NC1=NC2=C(N1)C(=CC=C2)CN(C(=O)OC(C)(C)C)C(=O)OC(C)(C)C)(C)C